CC1=CC=C(C=C1)S(=O)(=O)ON1C(=O)C2C3C=CC(C2C1=O)C3 N-(4-methylbenzenesulfonyloxy)bicyclo[2.2.1]hept-5-ene-2,3-dicarboximide